ClC=1C=C(C=C(C1C1(C(C(=CC2=CC=CC=C12)\N=N\[H])N)S(=O)(=O)O)Cl)C1=CC(=C(C(=C1)Cl)C1(C(C(=CC2=CC=CC=C12)\N=N\[H])N)S(=O)(=O)O)Cl 1,1'-(3,3',5,5'-tetrachloro[1,1'-biphenyl]-4,4'-diyl)bis{2-amino-3-[(E)-diazenyl]naphthalene-1-sulfonic acid}